N[C@H](C(=O)O)CC1=CC(=C(C=C1)NC1=NC=C(C(=N1)NC1CC1)C(F)(F)F)C#C (S)-2-amino-3-(4-((4-(cyclopropylamino)-5-(trifluoromethyl)pyrimidin-2-yl)amino)-3-ethynylphenyl)propionic acid